CN1CCN(CC1)C1=CC=C2C=NN=CC2=C1 7-(4-methylpiperazin-1-yl)phthalazine